C(C=C)N1CN(CCC1)C1=CC=C(C=C1)CO[Si](C1=CC=CC=C1)(C1=CC=CC=C1)C(C)(C)C 1-allyl-3-(4-(((tert-butyldiphenylsilyl)oxy)methyl)-phenyl)tetrahydropyrimidin